C(#N)C1=C(C2=C(N(C(N(C2=O)C(C(=O)O)(C)C)=O)CC(OC2CCOCC2)C2=C(C=CC=C2)OCC)S1)C 2-(6-cyano-1-(2-(2-ethoxyphenyl)-2-((tetrahydro-2H-pyran-4-yl)oxy)ethyl)-5-methyl-2,4-dioxo-1,2-dihydrothieno[2,3-d]pyrimidin-3(4H)-yl)-2-methylpropionic acid